tert-butyl 2-methyl-4-{[(4-{4-oxo-1H,5H,6H,7H-pyrrolo[3,2-c]pyridin-2-yl}pyridin-3-yl)oxy]methyl}azetidine-1-carboxylate CC1N(C(C1)COC=1C=NC=CC1C1=CC=2C(NCCC2N1)=O)C(=O)OC(C)(C)C